CN1C=C(C2=CC(=C(C=C12)Cl)Cl)C1=NC(=NC=C1)Cl 1-methyl-3-(2-chloro-4-pyrimidyl)-5,6-dichloroindole